rel-4-((2S,3R,5S)-3-(3,4-difluoro-2-methoxyphenyl)-5-(methoxymethyl)-5-methyltetrahydrofuran-2-carboxamido)picolinamide FC=1C(=C(C=CC1F)[C@@H]1[C@H](O[C@](C1)(C)COC)C(=O)NC1=CC(=NC=C1)C(=O)N)OC |o1:8,9,11|